C=C1CC(C1)([2H])C(C([2H])([2H])[2H])=O 1-(3-methylenecyclobutyl-1-d)ethan-1-one-2,2,2-d3